COC=1C=C2C(=CNC2=CC1)CCBr 5-methoxy-3-(2-bromoethyl)indole